ClC=1C=C(C=CC1B1OC(C(O1)(C)C)(C)C)C#N 3-chloranyl-4-(4,4,5,5-tetramethyl-1,3,2-dioxaborolan-2-yl)benzenecarbonitrile